ClC=1C2=C(N=CN1)N(CC2(C(=O)OCC)C)CC2=C(C=C(C=C2)OC)OC ethyl 4-chloro-7-[(2,4-dimethoxyphenyl)methyl]-5-methyl-6H-pyrrolo[2,3-d]pyrimidine-5-carboxylate